C(C)(C)(C)OC(=O)[C@]1(C[C@H](NCC1)C)CC1=NC(=CC(=C1F)C(CC)=O)NC1=NN(C(=C1)C)C(C)(C)C (2r,4r)-4-((6-((1-(tert-butyl)-5-methyl-1H-pyrazol-3-yl)amino)-3-fluoro-4-propionylpyridin-2-yl)methyl)-2-methylpiperidine-4-carboxylic acid tert-butyl ester